2-oxoimidazol O=C1N=CC=N1